3-benzyloxy-N-(4-methylpyridin-3-yl)thiophene-2-carboxamide tert-butyl-3-(5-bromobenzo[d]thiazol-2-yl)-2,2-dimethylpyrrolidine-1-carboxylate C(C)(C)(C)OC(=O)N1C(C(CC1)C=1SC2=C(N1)C=C(C=C2)Br)(C)C.C(C2=CC=CC=C2)OC2=C(SC=C2)C(=O)NC=2C=NC=CC2C